C(CCC)(=O)Cl butanoic acid chloride